3-chloro-N-((3aR,5s,6aS)-2-(5-(3-cyano-6-methoxypyrazolo[1,5-a]pyridin-4-yl)pyridin-2-yl)-5-methyloctahydrocyclopenta[c]pyrrol-5-yl)picolinamide ClC=1C(=NC=CC1)C(=O)NC1(C[C@@H]2[C@@H](CN(C2)C2=NC=C(C=C2)C=2C=3N(C=C(C2)OC)N=CC3C#N)C1)C